2,5-bis(phenyl)-1,4-bis(4-n-decylphenyl)-1,4-dihydropyrrolo[3,2-b]pyrrole C1(=CC=CC=C1)C1=CC2=C(N1C1=CC=C(C=C1)CCCCCCCCCC)C=C(N2C2=CC=C(C=C2)CCCCCCCCCC)C2=CC=CC=C2